4-chloro-3-(6,6-difluoro-3-azabicyclo[3.1.0]hexan-3-yl)-1-(p-tolyl-sulfonyl)indazole ClC1=C2C(=NN(C2=CC=C1)S(=O)(=O)C1=CC=C(C=C1)C)N1CC2C(C2C1)(F)F